bis(2-(1-(4-methyl-1,4-cyclopentadienyl)pentylidene)thienyl)hafnium dichloride [Cl-].[Cl-].CC=1CC=C(C1)C(CCCC)=C1SC=CC1[Hf+2]C1C(SC=C1)=C(CCCC)C1=CCC(=C1)C